2-ethyl-6-(1-methyltriazol-4-yl)piperidin-4-one C(C)C1NC(CC(C1)=O)C=1N=NN(C1)C